3-bromo-6-chloro-5-methylfuro[3,2-b]pyridine BrC1=COC=2C1=NC(=C(C2)Cl)C